2-(4-((((1r,3r)-3-hydroxycyclobutyl)methyl)amino)pyrido[3,4-d]pyridazin-1-yl)-5-(trifluoromethyl)phenol OC1CC(C1)CNC=1N=NC(=C2C1C=NC=C2)C2=C(C=C(C=C2)C(F)(F)F)O